5-((4-cyclopropylphenoxy)methyl)-1,3,4-thiadiazol-2-amine C1(CC1)C1=CC=C(OCC2=NN=C(S2)N)C=C1